5-cyano-3-methylpicolinamide C(#N)C=1C=C(C(=NC1)C(=O)N)C